N=1C=NN2C1C=C(C=C2)OC2=CC(=C(C=C2C)NC=2C1=C(N=CN2)C=CC(=N1)[C@H]1C[C@H]2[C@H](NCC2)C1)F |o1:28,30,31| rel-N-(4-([1,2,4]triazolo[1,5-a]pyridin-7-yloxy)-2-fluoro-5-methylphenyl)-6-((3aR,5S,6aR)-octahydrocyclopenta[b]pyrrol-5-yl)pyrido[3,2-d]pyrimidin-4-amine